C1(CC1)C1=NN2C(N=C(N=C2SCC(=O)C2=CC=C(S2)CNC(CO)=O)C(F)(F)F)=C1 N-((5-(2-((7-cyclopropyl-2-(trifluoromethyl)pyrazolo[1,5-a][1,3,5]triazin-4-yl)thio)acetyl)thiophen-2-yl)methyl)-2-hydroxyacetamide